N-(5-((2-(2,2-dimethylpiperidin-1-yl)ethyl)carbamoyl)-2-methylpyridin-3-yl)-7-(1-methyl-1H-pyrazol-4-yl)-[1,2,4]triazolo[4,3-a]pyridine-3-carboxamide CC1(N(CCCC1)CCNC(=O)C=1C=C(C(=NC1)C)NC(=O)C1=NN=C2N1C=CC(=C2)C=2C=NN(C2)C)C